NC=1C(=CC(=C2C(=CNC12)Cl)Cl)CN(S(=O)(=O)C)CC1=CC(=CC=C1)Cl N-[(7-amino-3,4-dichloro-1H-indol-6-yl)methyl]-N-[(3-chlorophenyl)methyl]methanesulfonamide